bicyclo-[2.2.2]oct-7-en C12CCC(CC1)C=C2